1-(8-hydroxyoctyl)pyridinium OCCCCCCCC[N+]1=CC=CC=C1